1-(2-((1H-1,2,3-benzotriazol-1-ylmethyl)amino)phenyl)ethanone N1(N=NC2=C1C=CC=C2)CNC2=C(C=CC=C2)C(C)=O